5-(((trans-3-(4-(4-chloropyridin-2-yl)-3-cyclopropyl-1H-pyrazol-1-yl)cyclobutyl)methyl)amino)-2-(2,6-dioxopiperidin-3-yl)isoindoline-1,3-dione ClC1=CC(=NC=C1)C=1C(=NN(C1)[C@@H]1C[C@H](C1)CNC=1C=C2C(N(C(C2=CC1)=O)C1C(NC(CC1)=O)=O)=O)C1CC1